C(C=C)OC=1C=C(C=CC1)CO [3-(allyloxy)phenyl]methanol